7-Bromo-5-cyclopropoxy-1-(hydroxymethyl)pyrido[3,4-d]pyridazin-4(3H)-one BrC1=CC2=C(C(NN=C2CO)=O)C(=N1)OC1CC1